[Cu].N1CC=CC2=CC=CC=C12 dihydroquinoline copper